oxazol-5-ylmethyl (4-(1-(N,N-dimethyl-sulfamoyl)piperidin-4-yl)phenyl)carbamate CN(S(=O)(=O)N1CCC(CC1)C1=CC=C(C=C1)NC(OCC1=CN=CO1)=O)C